C1(=CC=CC=C1)C1=CC=NC2=C1NC=1C=CC=CC21 4-phenyl-5H-pyrido[3,2-b]indole